ethyl 5-(tert-butoxycarbonylamino)-2-[3-[tert-butyl(dimethyl)silyl]oxy-3-methyl-butyl]-6-methoxy-pyrazolo[1,5-a]pyridine-3-carboxylate C(C)(C)(C)OC(=O)NC1=CC=2N(C=C1OC)N=C(C2C(=O)OCC)CCC(C)(C)O[Si](C)(C)C(C)(C)C